N-(4-((cyclopropylmethyl)(phenyl)amino)cyclohexyl)-1H-pyrrolo[3,2-b]pyridine-3-carboxamide C1(CC1)CN(C1CCC(CC1)NC(=O)C1=CNC=2C1=NC=CC2)C2=CC=CC=C2